FC(C=1C=C(C=C(C1)C(F)(F)F)N(C(=O)N([C@H]1CN(C[C@@H]1C1=CC=C(C=C1)F)C(=O)OC(C)(C)C)C)C)(F)F tert-butyl (3R,4S)-3-[{[3,5-bis(trifluoromethyl)phenyl](methyl)carbamoyl}(methyl)amino]-4-(4-fluorophenyl)pyrrolidine-1-carboxylate